2-chloro-6-cyclopropyl-4-((1S,3S)-3-methyl-1-(4-methyl-4H-1,2,4-triazol-3-yl)cyclobutyl)pyridine ClC1=NC(=CC(=C1)C1(CC(C1)C)C1=NN=CN1C)C1CC1